CC(C(=O)OC1=CC2=CC=CC=C2C(=C1)B1OC(C(O1)(C)C)(C)C)(C)C [4-(4,4,5,5-tetramethyl-1,3,2-dioxaborolan-2-yl)-2-naphthyl] 2,2-dimethylpropanoate